C1(CC1)NC(C([C@H](CCC(C)(F)F)NC(=O)[C@@H]1N(CCC1(C)C)C([C@H](C(C)(C)C)NC(OC)=O)=O)=O)=O |o1:16| Methyl ((S)-1-((R or S)-2-(((S)-1-(cyclopropylamino)-6,6-difluoro-1,2-dioxoheptan-3-yl)carbamoyl)-3,3-dimethylpyrrolidin-1-yl)-3,3-dimethyl-1-oxobutan-2-yl)carbamate